4-((TETRAHYDROFURAN-2-YL)METHYLCARBAMOYL)PHENYLBORONIC ACID O1C(CCC1)CNC(=O)C1=CC=C(C=C1)B(O)O